IC1=CN(C2=NC=C(C=C21)[N+](=O)[O-])C([2H])([2H])[2H] 3-iodo-1-(methyl-d3)-5-nitro-1H-pyrrolo[2,3-b]pyridine